(5-methoxybenzo[d]oxazol-2-yl)-N1-methyl-N6-(pyridin-2-yl)-2,7-naphthyridine-1,6-diamine COC=1C=CC2=C(N=C(O2)C=2N=C(C3=CN=C(C=C3C2)NC2=NC=CC=C2)NC)C1